C(CCCCCCCCCCCCC)C(C(O)(CCCCCCCCCCCCCC)CCCCCCCCCCCCCC)(O)CO trimyristyl-glycerin